(E)-N-p-methoxyphenyl-2-butenamide COC1=CC=C(C=C1)NC(\C=C\C)=O